5-(1-((2R,5S)-2,5-diethylpiperazin-1-yl)ethyl)pyrazolo[1,5-a]pyrimidine C(C)[C@H]1N(C[C@@H](NC1)CC)C(C)C1=NC=2N(C=C1)N=CC2